methyl 1-formyl-9H-pyrido[3,4-b]indole-3-carboxylate C(=O)C1=NC(=CC2=C1NC1=CC=CC=C21)C(=O)OC